4-[3-[2,6-Dichloro-4-(3-cyano-3-fluoroazetidin-1-yl)benzoyl]-2,4-dihydro-1,3-benzoxazin-8-yl]-5-fluoro-2-(3-oxa-8-azabicyclo[3.2.1]octan-8-yl)benzoic acid ClC1=C(C(=O)N2COC3=C(C2)C=CC=C3C3=CC(=C(C(=O)O)C=C3F)N3C2COCC3CC2)C(=CC(=C1)N1CC(C1)(F)C#N)Cl